3-[(2S)-2-Benzenesulfonamido-2-[6-(trifluoromethyl)-1,3-benzothiazol-2-yl]ethyl]-N'-hydroxybenzene-1-carboximidamide C1(=CC=CC=C1)S(=O)(=O)N[C@@H](CC=1C=C(C=CC1)C(N)=NO)C=1SC2=C(N1)C=CC(=C2)C(F)(F)F